BrC=1C(=C(C(=O)NC)C=C(C1F)F)F 3-bromo-2,4,5-trifluoro-N-methylbenzamide